The molecule is a pentacyclic triterpenoid that is 9beta,19-cyclolanost-25-en-28-oic acid substituted by an acetyloxy group at position 7 and hydroxy groups at positions 3 and 24. It has been isolated from the leaves of Combretum quadrangulare. It has a role as a metabolite and a plant metabolite. It is an acetate ester, a hydroxy monocarboxylic acid and a pentacyclic triterpenoid. It derives from a hydride of a cycloartane. C[C@H](CC[C@@H](C(=C)C)O)[C@H]1CC[C@@]2([C@@]1(CC[C@]34[C@H]2[C@H](C[C@@H]5[C@]3(C4)CC[C@@H]([C@@]5(C)C(=O)O)O)OC(=O)C)C)C